ClC1=CC=C(C=C1)C1=C(CCC(C1)(C)C)CN1C(CN(CC1)C(=O)C=1C=C2CN(C(C2=CC1)=O)C1C(NC(CC1)=O)=O)(C)C 3-(5-(4-((4'-chloro-5,5-dimethyl-3,4,5,6-tetrahydro-[1,1'-biphenyl]-2-yl)methyl)-3,3-dimethylpiperazine-1-carbonyl)-1-oxoisoindolin-2-yl)piperidine-2,6-dione